4-(4-(2,5-Diazabicyclo[2.2.2]octan-2-yl)-8-fluoro-2-(((2R,7aS)-2-fluorotetrahydro-1H-pyrrolizin-7a(5H)-yl-2,5,5-d3)methoxy)pyrido[4,3-d]pyrimidin-7-yl)-5,6-difluoronaphthalen-2-ol C12N(CC(NC1)CC2)C=2C1=C(N=C(N2)OC[C@]23CCC(N3C[C@](C2)([2H])F)([2H])[2H])C(=C(N=C1)C1=CC(=CC2=CC=C(C(=C12)F)F)O)F